ClC1=C(C=C(C=C1)OB(O)O)C#N 4-chloro-3-cyanophenyl-boric acid